2'-{6-amino-5-[(1R)-1-(pyridin-2-yl)ethoxy]pyridin-3-yl}-N-[(1R)-1-phenylethyl]-5',6'-dihydrospiro[pyrrolidine-3,4'-pyrrolo[1,2-b]pyrazole]-1-carboxamide NC1=C(C=C(C=N1)C=1C=C2N(N1)CCC21CN(CC1)C(=O)N[C@H](C)C1=CC=CC=C1)O[C@H](C)C1=NC=CC=C1